C(C)(C)(C)OC(=O)N[C@H](C(=O)N1[C@@H](C[C@H](C1)O)C(=O)OCC(CC1=CC=CC=C1)=O)C(C)(C)C 2-oxo-3-phenylpropyl (2S,4R)-1-[(2S)-2-[[(tert-butoxy)carbonyl]amino]-3,3-dimethylbutanoyl]-4-hydroxypyrrolidine-2-carboxylate